(R)-N,N-dimethyl-3-phenyl-3-(4-(trifluoromethyl)phenoxy)propan-1-amine CN(CC[C@@H](OC1=CC=C(C=C1)C(F)(F)F)C1=CC=CC=C1)C